CC1(C2=C(C(C=3C4=CC=CC=C4NC13)=O)C=C(C(=C2)N2CCC(CC2)NC)C#N)C 6,6-Dimethyl-8-(4-(methylamino)piperidin-1-yl)-11-oxo-6,11-dihydro-5H-benzo[b]carbazole-9-Nitrile